bis(4-aminophenoxyphenyl)sulfone C1=CC(=CC=C1N)OC2=CC=C(C=C2)S(=O)(=O)C3=CC=C(C=C3)OC4=CC=C(C=C4)N